C(C1=CC=CC=C1)C1=C(C(NC2=CC=C(C=C12)Cl)=O)C(\C=C\C1=CN(C2=CC=CC=C12)C)=O 4-benzyl-6-chloro-3-[(E)-3-(1-methylindol-3-yl)prop-2-enoyl]-1H-quinolin-2-one